C(C1=CC=CC=C1)OC1=C(N(N=C1C)CC)C=1OC(=CN1)C=NO (5E)-2-(4-benzyloxy-2-ethyl-5-methyl-pyrazol-3-yl)oxazole-5-carbaldehyde oxime